sulphur (sulfofuran) S(=O)(=O)(O)C=1OC=CC1.[S]